FC(OC1=C(C=CC(=C1)C)N1N=C2N=C(NC(C2=C1)=O)OCC)F 2-[2-(difluoromethoxy)-4-methylphenyl]-6-ethoxy-2,5-dihydro-4H-pyrazolo[3,4-d]pyrimidin-4-one